(2-pyridyl)boranediol N1=C(C=CC=C1)B(O)O